3-(7-chloro-2,3-dioxo-2,3-dihydropyrido[2,3-b]pyrazine-4(1H)-yl)-8-azabicyclo[3.2.1]octane-8-carboxylate ClC1=CC2=C(N(C(C(N2)=O)=O)C2CC3CCC(C2)N3C(=O)[O-])N=C1